CC1NC2=C(OCC1)C=CC(=C2)NC(CCC)=O N-(4-methyl-3,4-dihydro-2H-benzo[2,1-b][1,4]oxaazepin-7-yl)butanamide